COC=1C=C(C(=O)NC)C=CC1NCC#CC1=NN2C(C=CC=C2NC2CCOCC2)=C1SC(F)(F)F 3-methoxy-N-methyl-4-[(3-{7-[(oxan-4-yl)amino]-3-[(trifluoromethyl)sulfanyl]pyrazolo[1,5-a]pyridin-2-yl}prop-2-yn-1-yl)amino]benzamide